vinyl-tri(trimethylsiloxy)silane C(=C)[Si](O[Si](C)(C)C)(O[Si](C)(C)C)O[Si](C)(C)C